CC1=NC2=CC=CC(=C2C=C1)S(=O)(=O)C1(OCCC1)C(=O)N ((2-methyl-quinolin-5-yl)sulfonyl)tetrahydrofuran-2-carboxamide